OC1C2C(C2CC1)C(=O)N 2-hydroxybicyclo[3.1.0]Hexane-6-carboxamide